FC=1C(=CC=C2C(=CC(=NC12)C1=C(C=C(C=C1)S(=O)(=O)N1C[C@H](CC1)F)F)C)C(=O)O 8-fluoro-2-{2-fluoro-4-[(3S)-3-fluoropyrrolidine-1-sulfonyl]phenyl}-4-methylquinoline-7-carboxylic acid